1,4-piperidinedicarboxylate N1(CCC(CC1)C(=O)[O-])C(=O)[O-]